2-Methyl-2-[4-[(E)-3-(4-methylphenyl)prop-2-enoyl]phenoxy]propanoic acid CC(C(=O)O)(C)OC1=CC=C(C=C1)C(\C=C\C1=CC=C(C=C1)C)=O